1-(7-(piperidin-4-yl)imidazo[1,2-a]pyridin-3-yl)dihydropyrimidine-2,4(1H,3H)-dione N1CCC(CC1)C1=CC=2N(C=C1)C(=CN2)N2C(NC(CC2)=O)=O